FC=1C=C(CN(C(C(CC)(C)C)=O)O)C=C(C1)F N-(3,5-difluorobenzyl)-N-hydroxy-2,2-dimethylbutanamide